N[C@H]1[C@@H](CCCC1)N |r| trans-(+-)-1,2-diaminocyclohexane